(5S)-8-Chloro-N-ethyl-N-methyl-1-[trans-4-(pyridin-2-yloxy)cyclohexyl]-5,6-dihydro-4H-[1,2,4]triazolo[4,3-a][1]benzazepin-5-amin ClC=1C=CC2=C(C[C@@H](CC=3N2C(=NN3)[C@@H]3CC[C@H](CC3)OC3=NC=CC=C3)N(C)CC)C1